2,4-bis[N-(1-cyclohexyloxy-2,2,6,6-tetramethyl-piperidine-4-yl)-N-butylamino]-6-(2-hydroxy-ethyl)amino-1,3,5-triazine C1(CCCCC1)ON1C(CC(CC1(C)C)N(CCCC)C1=NC(=NC(=N1)N(C1CC(N(C(C1)(C)C)OC1CCCCC1)(C)C)CCCC)NCCO)(C)C